CN1C(N(C2=NC=NC=C12)C1CCOCC1)=O 7-methyl-8-oxo-9-(tetrahydro-2H-pyran-4-yl)-8,9-dihydro-7H-purine